COC1=C2C(=CNC2=CC=C1)C(C(=O)N(C)C)CC 2-(4-methoxy-1H-indol-3-yl)-N,N-dimethylbutyramide